3-(trifluoromethoxy)phenylhydrazine FC(OC=1C=C(C=CC1)NN)(F)F